1-(3-cyclopropyl-1-(6-(1-cyclopropyl-1H-pyrazol-4-yl)-3,4-dihydroquinolin-1(2H)-yl)-5,6-dihydroimidazo[1,5-a]pyrazin-7(8H)-yl)ethan-1-one C1(CC1)C1=NC(=C2N1CCN(C2)C(C)=O)N2CCCC1=CC(=CC=C21)C=2C=NN(C2)C2CC2